1,2,4-trifluoro-benzene FC1=C(C=C(C=C1)F)F